6-isopropyl-2,4-dimethylcyclohex-3-ene-1-carbaldehyde C(C)(C)C1CC(=CC(C1C=O)C)C